chloromethyl-octadeca-9-enoic acid ClCC(C(=O)O)CCCCCCC=CCCCCCCCC